COC=1C=C(C=C(C1)OC)NCC(=O)O N-(3,5-dimethoxy-phenyl)-glycine